C(#N)CC(C(F)(F)F)NC(=O)N1N=CC(=C1)C1=C2C(=NC=C1)NC(N2)=O N-(3-cyano-1,1,1-trifluoropropan-2-yl)-4-(2,3-dihydro-2-oxo-1H-imidazo[4,5-b]pyridin-7-yl)-1H-pyrazole-1-carboxamide